2-(5-methoxy-1H-indol-3-yl)-N,N-dimethylbutan-1-amine-1,1-d2 COC=1C=C2C(=CNC2=CC1)C(C(N(C)C)([2H])[2H])CC